6-(5-azaspiro[2.4]heptan-5-ylmethyl)-2-(3-((1R,2S)-1,2-difluoro-1-(4-methyl-4H-1,2,4-triazol-3-yl)propan-2-yl)phenyl)-4-(trifluoromethyl)isoindolin-1-one C1CC12CN(CC2)CC2=CC(=C1CN(C(C1=C2)=O)C2=CC(=CC=C2)[C@]([C@@H](C2=NN=CN2C)F)(C)F)C(F)(F)F